ClC=1C=C2C=C(NC2=CC1OCC=1N=CSC1)CNC(C([2H])([2H])[2H])=O N-({5-chloro-6-[(1,3-thiazol-4-yl)methoxy]-2-indolyl}methyl)(2,2,2-2H3)acetamide